FC1=C2C(NC(=NC2=CC(=C1)OCC1CCN(CC1)C1CCN(CC1)C1=CC=C(C=C1)NC1C(NC(CC1)=O)=O)CSC1CCN(CC1)CC(F)(F)F)=O 3-((4-(4-(((5-fluoro-4-oxo-2-(((1-(2,2,2-trifluoroethyl)piperidin-4-yl)thio)methyl)-3,4-dihydroquinazolin-7-yl)oxy)methyl)-[1,4'-bipiperidin]-1'-yl)phenyl)amino)piperidine-2,6-dione